ClC=1C=CC2=C(C(=NC(C(N2)=O)O)C2=CC=CC=C2)C1 7-chloro-3-hydroxy-5-phenyl-1H-1,4-benzodiazepine-2(3H)-one